CN(CC(=O)NC1CCN(CC1)C1=C(C=C(C(=C1)OC)[N+](=O)[O-])OCCCO)C 2-(dimethylamino)-N-[1-[2-(3-hydroxypropoxy)-5-methoxy-4-nitro-phenyl]-4-piperidyl]acetamide